1,3,5-tris(3,5-di-tert-butyl-4-hydroxybenzyl)-1,3,5-triazine-2,4,6(1h,3h,5h)trione C(C)(C)(C)C=1C=C(CN2C(N(C(N(C2=O)CC2=CC(=C(C(=C2)C(C)(C)C)O)C(C)(C)C)=O)CC2=CC(=C(C(=C2)C(C)(C)C)O)C(C)(C)C)=O)C=C(C1O)C(C)(C)C